(cyano(4-cyano-2,3,5,6-tetrafluorophenyl)methylene)cyclopropane C(#N)C(C1=C(C(=C(C(=C1F)F)C#N)F)F)=C1CC1